CC1=CN=C(S1)C=O 5-METHYL-1,3-THIAZOLE-2-CARBALDEHYDE